E-1,2-difluoroethene F\C=C\F